C(CC)OC(CC(C(=O)OCCC)C1=CC=C(C=C1)OC(C)C)=O 4-isopropoxybenzenesuccinic acid dipropyl ester